4,4,5,5-tetramethyl-2-(oxetan-3-yl)-1,3,2-dioxaborolane CC1(OB(OC1(C)C)C1COC1)C